O=C1NC(CCC1N1CCOC2=C1C=CC=C2C2CCC1(CCN(CC1)C(=O)OC(C)(C)C)CC2)=O tert-butyl 9-[4-(2,6-dioxo-3-piperidyl)-2,3-dihydro-1,4-benzoxazin-8-yl]-3-azaspiro[5.5]undecane-3-carboxylate